COCCOC1=CC=CC2=CC=CC=C12 4-(2-methoxyethoxy)naphthalene